2-[4-[6-[(4-cyano-2-fluoro-phenyl)methoxy]-2-pyridyl]phenyl]acetic acid C(#N)C1=CC(=C(C=C1)COC1=CC=CC(=N1)C1=CC=C(C=C1)CC(=O)O)F